C(C=C)(=O)C1C2(N(CCC1)C1=CC=C(C=C1)C)NC1=CC=CC=C1C2=O 3'-acryloyl-1'-p-tolylspiro[indoline-2,2'-piperidine]-3-one